C12(CC3CC(CC(C1)C3)C2)CN2C(C=CC(=C2)Br)=O 1-(tricyclo[3.3.1.13,7]dec-1-ylmethyl)-5-bromopyridin-2(1H)-one